Cl.FC1=C(C=CC=C1F)C(C)(C)N 2-(2,3-difluorophenyl)propan-2-amine hydrochloride